COC=1C=C2C(=NC(=NC2=CC1OC)C)NC(C)C=1SC(=CC1)C1=C(C=CC=C1)COC 6,7-dimethoxy-N-[1-{5-[2-(methoxy-methyl)phenyl]-thiophen-2-yl}-ethyl]-2-methyl-quinazolin-4-amine